OCC1CCC(CC1)C(=O)OC Methyl (1S,4S)-4-(hydroxymethyl)cyclohexane-1-carboxylate